(1r,4r)-4-(3-chloroanilino)-2'-[1-(2,2,2-trifluoroethyl)azetidin-3-yl]spiro[cyclohexane-1,1'-indene]-4-carboxylic acid ClC=1C=C(NC2(CCC3(C(=CC4=CC=CC=C34)C3CN(C3)CC(F)(F)F)CC2)C(=O)O)C=CC1